NC1=C(C=2C(=NSN2)C(=C1N)N(C1=CC=C(C(=O)[O-])C=C1)C1=CC=C(C(=O)[O-])C=C1)N(C1=CC=C(C(=O)[O-])C=C1)C1=CC=C(C(=O)[O-])C=C1 4,4',4'',4'''-((5,6-diaminobenzo[c][1,2,5]thiadiazole-4,7-diyl)bis(azanetriyl))tetrabenzoate